C(C)(C)C1=C2C=C(N=CC2=C(C=C1)N1[C@@H]([C@H](C1)N(S(=O)(=O)C)C)C)NC1=NC(=NC=C1)C=1C=NN(C1)CC1=NC=CC=C1 N-((2R,3S)-1-(5-isopropyl-3-((2-(1-(pyridin-2-ylmethyl)-1H-pyrazol-4-yl)pyrimidin-4-yl)amino)isoquinolin-8-yl)-2-methylazetidin-3-yl)-N-methylmethanesulfonamide